C(#N)C=1C(=NC(=NC1)N[C@H]1C[C@H](CCC1)C1=NC2=C(N1C)C=CC(=C2)NC(C#CC)=O)OC N-(2-((1S,3R)-3-((5-Cyano-4-methoxypyrimidin-2-yl)amino)cyclohexyl)-1-methyl-1H-benzo[d]imidazol-5-yl)but-2-ynamide